N[C@@H]1C2=CC(=CC=C2CC12CCN(CC2)C=2C(=NC(=C(N2)C)C2=C(C(=CC=C2)Cl)Cl)C(=O)OCC)C(C)(C)O (S)-ethyl 3-(1-amino-6-(2-hydroxypropan-2-yl)-1,3-dihydrospiro[indene-2,4'-piperidin]-1'-yl)-6-(2,3-dichlorophenyl)-5-methylpyrazine-2-carboxylate